ClC=1C=C2C(C(COC2=C(C1)Cl)CON1C(C2=CC=CC=C2C1=O)=O)=O 2-((6,8-dichloro-4-oxochroman-3-yl)methoxy)isoindoline-1,3-dione